ClC(C1=NC(=NO1)C1=CC=2N(C=C1)C(=C(N2)C)N=S(=O)(C2=CC=C(C=C2)OC(F)(F)F)C)(F)F ((7-(5-(chlorodifluoromethyl)-1,2,4-oxadiazol-3-yl)-2-methylimidazo[1,2-a]pyridin-3-yl)imino)(methyl)(4-(trifluoromethoxy)phenyl)-λ6-sulfanone